[1-[(1R)-1-[(1R,2R)-2-[(6,8-dichloro-2,2-dimethyl-chroman-4-yl)carbamoyl]cyclopropyl]-3-methoxy-propyl]-4,4-dimethyl-6-oxo-hexahydropyrimidin-2-ylidene]ammonium ClC=1C=C2C(CC(OC2=C(C1)Cl)(C)C)NC(=O)[C@H]1[C@@H](C1)[C@@H](CCOC)N1C(NC(CC1=O)(C)C)=[NH2+]